5-(furan-2-yl)-4-hydroxy-2-methylpyridine-3-carboxamide O1C(=CC=C1)C=1C(=C(C(=NC1)C)C(=O)N)O